3-(2-methoxypyridin-4-yl)bicyclo[4.2.0]octa-1(6),2,4-trien-2-ol COC1=NC=CC(=C1)C1=C(C=2CCC2C=C1)O